hydroxy-codeinone OC1=CC(OC)=C2C=3[C@@]45[C@@H](O2)C(=O)C=C[C@H]4[C@@H](CC13)N(C)CC5